N-(2-fluorophenyl)-1-methyl-2-oxo-3-(phenylthio)-4-(3-(trifluoromethyl)phenyl)pyrrolidine-3-carboxamide FC1=C(C=CC=C1)NC(=O)C1(C(N(CC1C1=CC(=CC=C1)C(F)(F)F)C)=O)SC1=CC=CC=C1